ClC=1N=CC=2N(C(C3=C(N(C2N1)C)SC(=N3)C)=O)C 6-chloro-2,4,9-trimethyl-4,9-dihydro-10H-pyrimido[5,4-b]thiazolo[5,4-e][1,4]diazepin-10-one